n-amylmethylketone C(CCCC)C(=O)C